benzyl-n-pentylmalonate C(C1=CC=CC=C1)C(C(=O)[O-])(C(=O)[O-])CCCCC